(7-Methyl-2,7-diazaspiro[3.5]nonan-2-yl)-N-(2-phenoxyethyl)-1H-benzo[d]imidazole-1-carboxamide CN1CCC2(CN(C2)C2=NC3=C(N2C(=O)NCCOC2=CC=CC=C2)C=CC=C3)CC1